NC1=C(C=C(N=N1)C1=C(C=CC=C1)O)N1CC2CCC(C1)N2C2=CC(=NC=C2)C#CCN2CC(NCC2)C 2-[6-amino-5-[8-[2-[3-(3-methylpiperazin-1-yl)prop-1-ynyl]-4-pyridinyl]-3,8-diazabicyclo[3.2.1]oct-3-yl]pyridazin-3-yl]phenol